2-[(9Z,12Z)-Octadeca-9,12-dien-1-yloxy]ethanol C(CCCCCCC\C=C/C\C=C/CCCCC)OCCO